2,3-dihydro-4H-pyrido[3,2-b][1,4]oxazine-4-carboxylic acid tert-butyl ester C(C)(C)(C)OC(=O)N1C2=C(OCC1)C=CC=N2